(1R,5S,6S,7R)-7-(Tris(4-methoxyphenyl) methoxy)-3-hydroxy-8-ethyl-8-azabicyclo[3.2.1]octan-6-yl acetate C(C)(=O)O[C@H]1[C@@H]2CC(C[C@H]([C@H]1OC(C1=CC=C(C=C1)OC)(C1=CC=C(C=C1)OC)C1=CC=C(C=C1)OC)N2CC)O